(S)-4-methyl-3-(1-(pyridin-3-yl)pyrrolidin-3-yl)-N-(3-(trifluoromethyl)phenyl)benzamide CC1=C(C=C(C(=O)NC2=CC(=CC=C2)C(F)(F)F)C=C1)[C@H]1CN(CC1)C=1C=NC=CC1